C12COCC(N1C1=NC=CC(=C1NC(=O)C=1C=NC(=NC1)C(C)C)C1=CC=CC=C1)C2 N-(2-(3-oxa-6-azabicyclo[3.1.1]heptan-6-yl)-4-phenylpyridin-3-yl)-2-isopropylpyrimidine-5-carboxamide